ClCCN1N=C(C=C1)C(C)(C)NC1=NC(=NC(=N1)C1=CC=C2C=NN(C2=C1)C1OCCCC1)N N4-[1-[1-(2-Chloroethyl)pyrazol-3-yl]-1-methyl-ethyl]-6-(1-tetrahydropyran-2-ylindazol-6-yl)-1,3,5-triazine-2,4-diamine